ClC1=C(C=CC(=C1)F)C(C(=O)O)(C)F 2-(2-chloro-4-fluoro-phenyl)-2-fluoro-propionic acid